CC1=C(C2=C(N=N1)SC1=C2N=CN=C1NC1CC(C1)(O)C1=CC=C(C=C1)F)C 3-[(3,4-dimethylpyrimido[4',5':4,5]thieno[2,3-c]pyridazin-8-yl)amino]-1-(4-fluorophenyl)cyclobutanol